(4-(3-(2,4-difluorophenyl)-1-methyl-1H-pyrazol-4-yl)-7-methoxypyrido[3,2-d]pyrimidin-6-yl)-3-azabicyclo[3.1.0]hexane-1-carboxamide FC1=C(C=CC(=C1)F)C1=NN(C=C1C=1C2=C(N=CN1)C=C(C(=N2)C2C1(CC1CN2)C(=O)N)OC)C